CN(C)[PH+](N(C)C)N(C)C tris[dimethylamino]phosphonium